BrC=1C=C(C=CC1)C1(CC(C1)=CC)C1=NN=CN1C 3-[1-(3-bromophenyl)-3-ethylidene-cyclobutyl]-4-methyl-1,2,4-triazole